1-methyl-1-deazapseudouridine Methyl-2-[[(1R)-1-[3,6-dimethyl-2-(2-methylindazol-5-yl)-4-oxo-chromen-8-yl]ethyl]amino]-5-(trifluoromethyl)benzoate CC=1C(=C(C(=O)OC[C@@H]2[C@H]([C@H]([C@@H](O2)C2=CC(C(=O)NC2=O)C)O)O)C=C(C1)C(F)(F)F)N[C@H](C)C=1C=C(C=C2C(C(=C(OC12)C1=CC2=CN(N=C2C=C1)C)C)=O)C